trans-4-((4-(2-Cyclopropyloxazol-4-yl) pyridin-2-yl)((trans-4-(5-methoxy-6-methylpyridin-2-yl)cyclohexyl)methyl) carbamoyl)cyclohexyl 3-hydroxy-[1,3'-biazetidine]-1'-carboxylate OC1CN(C1)C1CN(C1)C(=O)O[C@@H]1CC[C@H](CC1)C(N(C[C@@H]1CC[C@H](CC1)C1=NC(=C(C=C1)OC)C)C1=NC=CC(=C1)C=1N=C(OC1)C1CC1)=O